C(C)(=O)O.NCCCCC1=CC=C(OCCN(C[C@@H]([C@@H](O)[C@@H]2OC(OC[C@H]2O)C2=CC=CC=C2)O)CCCCCC)C=C1 (1R,2S)-3-((2-(4-(4-aminobutyl)phenoxy)ethyl)(hexyl)amino)-1-((4R,5R)-5-hydroxy-2-phenyl-1,3-dioxan-4-yl)propane-1,2-diol Acetic Acid Salt